2,2'-(n-butylimino)diethanol C(CCC)N(CCO)CCO